Anthracenamine C1=CC=C2C=C3C(=CC2=C1)C=CC=C3N